N[C@@H](CC(=O)O)C(=O)OC(C)(C)C (S)-3-amino-4-(tert-butoxy)-4-oxobutanoic acid